CC=1C=C(C=CC1CC1=CC2=C(N(C=N2)C)C=C1)NC=1C2=C(N=CN1)C=NC(=N2)S(=O)(=O)C N-(3-methyl-4-((1-methyl-1H-benzo[d]imidazol-5-yl)methyl)phenyl)-6-(methylsulfonyl)pyrimido[5,4-d]pyrimidin-4-amine